2-(3-(allylamino)-5-((1r,3r)-3-methoxy-1-(4-methyl-4H-1,2,4-triazol-3-yl)cyclobutyl)phenyl)-6-(((1-methylcyclobutyl)amino)methyl)-4-(trifluoromethyl)isoindolin-1-one C(C=C)NC=1C=C(C=C(C1)C1(CC(C1)OC)C1=NN=CN1C)N1C(C2=CC(=CC(=C2C1)C(F)(F)F)CNC1(CCC1)C)=O